tert-butyl(5-(4-morpholinophenoxy)thiazol-2-yl)carbamate C(C)(C)(C)OC(NC=1SC(=CN1)OC1=CC=C(C=C1)N1CCOCC1)=O